4-((7-ethyl-2,6-dioxo-1H-purin-3(2H,6H,7H)-yl)methyl)benzylcarbamate C(C)N1C=NC=2N(C(NC(C12)=O)=O)CC1=CC=C(CNC([O-])=O)C=C1